4-(chloromethyl)-1-methyl-5-(trifluoromethyl)triazole ClCC=1N=NN(C1C(F)(F)F)C